C(C1=CC=CC=C1)OCCCCCCCCCCCCCCCCCCCCC(CN(C(C1=C(C=C(C=C1)OC)F)=O)C1=NC(=CC=C1)C)(C)C N-(22-(benzyloxy)-2,2-dimethyldocosyl)-2-fluoro-4-methoxy-N-(6-methyl-pyridin-2-yl)benzamide